ClC=1C=C(C=C(C1)Cl)NC1=NC=C(C(=N1)NC1CCC(CC1)CC(=O)N)C=1C=NN(C1)C ((1s,4s)-4-(2-(3,5-dichlorophenylamino)-5-(1-methyl-1H-pyrazol-4-yl)pyrimidin-4-ylamino)cyclohexyl)-acetamide